CC[Si](OC)(OC)OC β-ethyltrimethoxysilane